BrC=1C=C2C(C3CC(C2=CC1)C3)=O 6-bromo-2,3-dihydro-1,3-methanonaphthalen-4(1H)-one